1-(3-(tert-butyl)-1H-pyrazol-5-yl)-3-(2-fluoro-4-((3-oxo-3,4-dihydropyrido[2,3-b]pyrazin-8-yl)oxy)phenyl)urea C(C)(C)(C)C1=NNC(=C1)NC(=O)NC1=C(C=C(C=C1)OC1=CC=NC=2NC(C=NC21)=O)F